methyl 2,4-difluoro-3-nitrobenzoate FC1=C(C(=O)OC)C=CC(=C1[N+](=O)[O-])F